BrC1=CN=C2N1C=CC=C2Cl 3-bromo-8-chloroimidazo[1,2-a]pyridine